NC1=NC2=CC=C(C=C2C=N1)C=1C(=C(C=CC1F)NS(=O)(=O)C1=CC(=C(C=C1)Cl)C(F)(F)F)F N-(3-(2-aminoquinazolin-6-yl)-2,4-difluorophenyl)-4-chloro-3-(trifluoromethyl)benzenesulfonamide